NC=1C=2N(C=CN1)C(=NC2C2=C(C=C(C(=O)NC1=NC=CC(=C1)C(F)(F)F)C=C2)F)N2CCC1(CCNC1=C=O)CC2 4-(8-amino-3-(1-carbonyl-2,8-diazaspiro[4.5]decan-8-yl)imidazo[1,5-a]pyrazin-1-yl)-3-fluoro-N-(4-(trifluoromethyl)pyridin-2-yl)benzamide